1,4-dibromo-2-methyl-2-butene BrCC(=CCBr)C